F[C@](C(=O)NN1C(=NC2=CC(=CC=C2C1=O)C(F)(F)F)C(C)C)(C)C1=CC=CC=C1 (R)-2-Fluoro-N-(2-isopropyl-4-oxo-7-trifluoromethyl-4H-quinazolin-3-yl)-2-phenyl-propionamide